4-(trans-2-aminocyclopropyl)-5-methyl-N-(1-methyl-1H-pyrazol-4-yl)thiophene-2-carboxamide N[C@H]1[C@@H](C1)C=1C=C(SC1C)C(=O)NC=1C=NN(C1)C